1-((2S,6S)-2,6-dimethylpiperazin-1-yl)ethan-1-one hydrochloride Cl.C[C@@H]1N([C@H](CNC1)C)C(C)=O